N-(1-(azetidin-1-ylmethyl)cyclopropyl)-2-(3,5-difluorophenyl)-2-fluoropropanamide N1(CCC1)CC1(CC1)NC(C(C)(F)C1=CC(=CC(=C1)F)F)=O